1-(5-(((1-methylpiperidin-3-yl)amino)methyl)pyrimidin-2-yl)piperidin CN1CC(CCC1)NCC=1C=NC(=NC1)N1CCCCC1